FC(C(C(CC)F)(F)F)F 1,1,2,2,3-pentafluoropentane